N,N-diethyl-8-(2-fluorophenyl)-6,8-dihydro-5H-[1,2,4]triazolo[5,1-c][1,4]oxazine-2-carboxamide C(C)N(C(=O)C1=NN2C(C(OCC2)C2=C(C=CC=C2)F)=N1)CC